N,N-diethyl-N-[2-(2-methoxyethoxy)ethyl]-N-methyl-ammonium bicarbonate C([O-])(O)=O.C(C)[N+](C)(CCOCCOC)CC